(Z)-2-azido-3-(2-methoxythiazol-5-yl)prop-2-enoic acid ethyl ester C(C)OC(/C(=C/C1=CN=C(S1)OC)/N=[N+]=[N-])=O